8-bromo-3-(4-chloro-2-fluorophenyl)-3,4-dihydro-2H-benzo[b][1,4]oxazine BrC1=CC=CC2=C1OCC(N2)C2=C(C=C(C=C2)Cl)F